N1(CCCCC1)CC=1C(=NC=CC1)B(O)O (3-(piperidin-1-ylmethyl)pyridin-2-yl)boronic acid